NC(=O)C1=CC=CC2=CN(N=C12)C1=CC=C(C[NH2+]CC2CC[NH+](CC2)C)C=C1 4-[({4-[7-(aminocarbonyl)-2H-indazol-2-yl]benzyl}ammonio)methyl]-1-methylpiperidinium